2-(4-pyridylethyl)triethoxysilane CCO[Si](CCC1=CC=NC=C1)(OCC)OCC